(R)-1-(5-chloro-3-fluoropyridin-2-yl)-4-(4-chlorobenzyl)-3-(hydroxymethyl)piperazine-2,5-dione ClC=1C=C(C(=NC1)N1C([C@H](N(C(C1)=O)CC1=CC=C(C=C1)Cl)CO)=O)F